ClCC=1C=NC(=NC1)SC 5-(chloromethyl)-2-methylsulfanyl-pyrimidine